COC1=C(C2=C(C=C1)C1(CCOCC1)CO2)S(=O)(=O)N 6-methoxy-2',3',5',6'-tetrahydro-2H-spiro[benzofuran-3,4'-pyran]-7-sulfonamide